FC=1C(=CC(=C(C(=O)NC2=C(C=CC=C2)F)C1)O[C@@H](C)C1=CC=CC=C1)N1N=C2N(CCCC2)C1=O 5-fluoro-N-(2-fluorophenyl)-4-(3-oxo-5,6,7,8-tetrahydro[1,2,4]triazolo[4,3-a]pyridin-2(3H)-yl)-2-[(1S)-1-phenylethoxy]benzamide